COC1=NC=C(C(=N1)OC)C=1C=C(C=2N(N1)C=CN2)[C@@H]2[C@@H](C2)C2=CC=C(C(=O)O)C=C2 |&1:20| racemic-4-((2S,2S)-2-(6-(2,4-dimethoxypyrimidin-5-yl)imidazo[1,2-b]pyridazin-8-yl)cyclopropyl)benzoic acid